CN(C(=O)C1=CC2=C(N=C(S2)N[C@H]2C3(CN(C3)C(=O)OCC3=CC=CC=C3)C[C@@H](C2)N2C(C3=CC=CC=C3C2=O)=O)C=C1)C benzyl (5r,7s)-5-((6-(dimethylcarbamoyl) benzo[d]thiazol-2-yl) amino)-7-(1,3-dioxoisoindolin-2-yl)-2-azaspiro[3.4]octane-2-carboxylate